6-ethyl-4-methyl-1,3,6,2-dioxazastannocane-2,2-diyl dibenzoate C(C1=CC=CC=C1)(=O)O[Sn]1(OCCN(CC(O1)C)CC)OC(C1=CC=CC=C1)=O